C(#N)C=1C=NN2C1C(=CC(=C2)C=2C=NN(C2)[C@@H]2CN(CCC2)C(=O)OC(C)(C)C)SC2=NC=CC=C2 t-Butyl (3S)-3-[4-[3-cyano-4-(2-pyridylsulfanyl) pyrazolo[1,5-a]pyridin-6-yl]pyrazol-1-yl]piperidine-1-carboxylate